C1(=CC=CC=C1)N1S(NCC1=O)(=O)=O phenyl-1,1-dioxo-1,2,5-thiadiazolidin-3-one